methyl 5-ethylpicolinate C(C)C=1C=CC(=NC1)C(=O)OC